5-[2-(5-Trifluoromethoxy-quinoline-8-sulfonylamino)-phenylethynyl]-pyridine-2-carboxylic acid FC(OC1=C2C=CC=NC2=C(C=C1)S(=O)(=O)NC1=C(C=CC=C1)C#CC=1C=CC(=NC1)C(=O)O)(F)F